C(=C)N1C(CCC(C1)C)=O N-vinyl-5-methyl-2-piperidone